(E)-1-(3,4-dimethoxy-5-(methylseleno)phenyl)-3-(4-methoxy-3-methylphenyl)-2-methylpropan-2-en-1-one COC=1C=C(C=C(C1OC)[Se]C)C(\C(=C\C1=CC(=C(C=C1)OC)C)\C)=O